(2S,5R)-2-(N-Methylcarbamimidoyl)-7-oxo-1,6-diazabicyclo[3.2.1]octan-6-yl hydrogen sulfate S(=O)(=O)(ON1[C@@H]2CC[C@H](N(C1=O)C2)C(NC)=N)O